C(#N)C1=CC(=C(C(=O)NC(C(=O)O)CCN(CCCCC2=NC=3NCCCC3C=C2)CCOCC2CC2)C=C1)C(F)(F)F 2-[[4-cyano-2-(trifluoromethyl)benzoyl]amino]-4-[2-(cyclopropylmethoxy)ethyl-[4-(5,6,7,8-tetrahydro-1,8-naphthyridin-2-yl)butyl]amino]butanoic acid